N-(4-((7-cyano-1-methyl-2-((5'-methyl-6',7'-dihydro-5'H-spiro[cyclopropane-1,4'-pyrazolo[1,5-a]pyrazin]-2'-yl)amino)-1H-imidazo[4,5-b]pyridin-6-yl)oxy)pyridin-2-yl)acetamide C(#N)C1=C2C(=NC=C1OC1=CC(=NC=C1)NC(C)=O)N=C(N2C)NC2=NN1C(C3(N(CC1)C)CC3)=C2